C(=O)(C1=NNC=N1)C1=NNC=N1 carbonyldi-(1,2,4-triazole)